C(\C=C\C(=O)O)(=O)O.C(C)OC(C(C)NP(=O)(OCC1=CC=CC=C1)COCCN1C2=NC(=NC(=C2N=C1)OC)N)=O ethyl-2-((((2-(2-amino-6-methoxy-9H-purin-9-yl)-ethoxy)-methyl) (benzyloxy)-phosphoryl)-amino)-propionate monofumarate